ClC1=C(C=CC(=C1)C(F)(F)F)NC(CN1C=2N(C(C(=C1CC)N1CCN(CC1)CC1=NC=CC=C1O)=O)N=C(N2)C=2C=CC1=C(CCO1)C2)=O N-(2-chloro-4-(trifluoromethyl)phenyl)-2-(2-(2,3-dihydrobenzofuran-5-yl)-5-ethyl-6-(4-(3-hydroxypicolinyl)piperazin-1-yl)-7-oxo-[1,2,4]triazolo[1,5-a]pyrimidin-4(7H)-yl)acetamide